C(C)[C@]1(C(OCC=2C(N3CC=4C(=NC=5C=CC(=C(C5C4)CN4CCC(CC4)N(C(C)=O)C)O)C3=CC21)=O)=O)O N-(1-(((S)-4-ethyl-4,9-dihydroxy-3,14-dioxo-3,4,12,14-tetrahydro-1H-pyrano[3',4':6,7]indolizino[1,2-b]quinolin-10-yl)methyl)piperidin-4-yl)-N-methylacetamide